N-((1r,4r)-4-aminocyclohexyl)-4-(1,1-dioxo-4-oxo-1,2,5-thiadiazolidin-2-yl)-3-fluoro-5-hydroxybenzoamide NC1CCC(CC1)NC(C1=CC(=C(C(=C1)O)N1S(NC(C1)=O)(=O)=O)F)=O